3-hydroxy-3-(p-tolyl)isoindoline-1-one OC1(NC(C2=CC=CC=C12)=O)C1=CC=C(C=C1)C